(2S,6S)-1-benzyl-2-methyl-6-(1-methyltriazol-4-yl)piperidine-4-carboxylic acid C(C1=CC=CC=C1)N1[C@H](CC(C[C@H]1C=1N=NN(C1)C)C(=O)O)C